C(N)(=O)C=1C=C(C=CC1F)NC(=O)[C@H]1O[C@](C[C@H]1C1=C(C(=C(C=C1)F)F)OC)(C(F)(F)F)C (2S,3S,5R)-N-(3-carbamoyl-4-fluoro-phenyl)-3-(3,4-difluoro-2-methoxy-phenyl)-5-methyl-5-(trifluoromethyl)tetrahydrofuran-2-carboxamide